FC(CO)(C1OC2=CC(=CC=C2C=2NC3=C(C=C(C=C3C21)F)F)F)F 2,2-difluoro-2-{3,8,10-trifluoro-6H,11H-chromeno[4,3-b]indol-6-yl}ethanol